benzenesulfonylchloride sodium salt [Na].C1(=CC=CC=C1)S(=O)(=O)Cl